FC=1C=C(OC2=NN(C=C2)C(=O)NC(CF)(C)C)C=CC1NC1=NC=NC2=CC(=C(C=C12)OC1CCN(CC1)C(C=C)=O)OC 3-{3-Fluoro-4-[(7-methoxy-6-{[1-(prop-2-enoyl)piperidin-4-yl]oxy}quinazolin-4-yl)amino]phenoxy}N-(1-fluoro-2-methylpropan-2-yl)-1H-pyrazole-1-carboxamide